(R)-1-(4-(7-(3-hydroxynaphthalen-1-yl)-2-((1-(pyrrolidin-1-yl)propan-2-yl)oxy)-5,6,7,8-tetrahydropyrido[3,4-d]pyrimidin-4-yl)piperazin-1-yl)prop-2-en-1-one OC=1C=C(C2=CC=CC=C2C1)N1CC=2N=C(N=C(C2CC1)N1CCN(CC1)C(C=C)=O)O[C@@H](CN1CCCC1)C